2-((7-(trifluoromethyl)quinolin-4-yl)oxy)acetic acid FC(C1=CC=C2C(=CC=NC2=C1)OCC(=O)O)(F)F